BrC1=C(C(=O)O)C=C(C=C1)OC1=NC(=CC=C1)C 2-Bromo-5-((6-methylpyridin-2-yl)oxy)benzoic acid